N-(8'-bromo-4'H-spiro[cyclopropane-1,5'-naphtho[2,1-d]isoxazol]-3'-yl)-2-methoxy-5-methylbenzenesulfonamide BrC1=CC=C2C3(CC=4C(=NOC4C2=C1)NS(=O)(=O)C1=C(C=CC(=C1)C)OC)CC3